N-ethyl-1-(3-fluoro-5-morpholinopyridin-2-yl)ethan-1-amine C(C)NC(C)C1=NC=C(C=C1F)N1CCOCC1